2-(((methylsulfonyl)oxy)methyl)cyclopropane-1-carboxylic acid ethyl ester C(C)OC(=O)C1C(C1)COS(=O)(=O)C